C(C)(C)(C)OC(=O)N1CC(C1)(C#N)N(CC1=CC=C(C=C1)OC)CC1=CC=C(C=C1)OC 3-(bis(4-methoxybenzyl)amino)-3-cyanoazetidine-1-carboxylic acid tert-butyl ester